3-nitrophenylacetic acid [N+](=O)([O-])C=1C=C(C=CC1)CC(=O)O